1-octylpyrrolidin C(CCCCCCC)N1CCCC1